3-Ethyl-8,8-dimethyl-7a,8-dihydrobenzo[d]naphtho[1,2-f]pyrazolo[5,1-b][1,3]oxazepin-9(10H)-one C(C)C1=CC=2C=CC3=C(C4=C(N5C(O3)C(C(N5)=O)(C)C)C=CC=C4)C2C=C1